C(C)N1N=C(C=C1C=1NC(=NN1)C1=C2C=NN(C2=CC(=C1)C(=O)N)C1CC(C1)NC)C 4-[5-(1-ethyl-3-methyl-1H-pyrazol-5-yl)-4H-1,2,4-triazol-3-yl]-1-[(1s,3s)-3-(methylamino)cyclobutyl]-1H-indazole-6-carboxamide